CCCCCCCCCCCCCCCCCCOC[C@H](COP(=O)(O)OC[C@H](CO)O)OC(=O)CCCCCCCCCCCCCCCCC 1-octadecyl-2-octadecanoyl-glycero-3-phospho-(1'-sn-glycerol)